COC(=O)C1=CC=2C3=C(C(=NC2C=C1)N)C=NN3C 4-amino-1-methyl-1H-pyrazolo[4,3-C]quinoline-8-carboxylic acid methyl ester